OC1CN(C1)C1=CC=CC(=N1)S(=O)(=O)NC1=NC(=C(C=C1)C(F)(F)F)C1=C(C=CC=C1)C(F)(F)F 6-(3-hydroxyazetidin-1-yl)-N-(5-(trifluoromethyl)-6-(2-(trifluoromethyl)phenyl)pyridin-2-yl)pyridine-2-sulfonamide